3-amino-1-(morpholin-4-yl)-4-(phenylsulfanyl)butan-1-one 2,2,2-trichloro-1-(3,4-dichlorophenyl)ethyl-acetate ClC(C(C1=CC(=C(C=C1)Cl)Cl)CC(=O)O)(Cl)Cl.NC(CC(=O)N1CCOCC1)CSC1=CC=CC=C1